1,2-bis(2-mercaptoethyl)-2-(2-mercaptoethylthio)propane ethyl-5-(trifluoromethanesulfonyl)-3,6-dihydro-2H-pyran-2-carboxylate C(C)OC(=O)C1OCC(=CC1)S(=O)(=O)C(F)(F)F.SCCCC(C)(SCCS)CCS